(S)-2-((S)-3,3-Difluorocyclopentyl)-2-(4-(2-methyl-2H-tetrazol-5-yl)phenyl)-N-(5-(trifluoromethyl)oxazol-2-yl)acetamide FC1(C[C@H](CC1)[C@H](C(=O)NC=1OC(=CN1)C(F)(F)F)C1=CC=C(C=C1)C=1N=NN(N1)C)F